COC(=O)C1=C(C=2C(=NC(=CC2)C2CC2)N(C1=O)C1=C2C=CN=C(C2=CC=C1)C1CC1)N 4-Amino-7-cyclopropyl-1-(1-cyclopropylisoquinolin-5-yl)-2-oxopyrido[2,3-b]pyridine-3-carboxylic acid methyl ester